C1=CC(=O)OOC=C1 dioxepinone